(rac)-(6-(2,6-dimethylphenyl)-2-azaspiro[3.4]oct-2-yl)((1s,3s)-3-hydroxy-3-methylcyclobutyl)methanone CC1=C(C(=CC=C1)C)[C@H]1CC2(CN(C2)C(=O)C2CC(C2)(C)O)CC1 |r|